C(C)(C)(C)OC(=O)N1CCN(CC1)C1=NC=C(C=C1)C1CC2N([C@@H](CN(C2)C2=C3C=CC=NC3=C(C=C2)C#N)C)CC1 4-(5-((4R)-2-(8-cyanoquinolin-5-yl)-4-methyl-octahydro-2H-pyrido[1,2-a]pyrazin-8-yl)pyridin-2-yl)piperazine-1-carboxylic acid tert-butyl ester